NCCC1=CC(=NC=C1)C1=C(C=C(C#N)C=C1)OC1=CC(=NC(=C1)N1CCOCC1)C 4-[4-(2-aminoethyl)pyridin-2-yl]-3-(2-methyl-6-morpholin-4-ylpyridin-4-yl)oxybenzonitrile